BrC1=CC=C(C(=N1)C)N 6-bromo-2-methyl-pyridin-3-amine